(E)-N-(4-((4-([1,2,4]triazolo[1,5-a]pyridin-7-yloxy)-2-methoxy-5-methylphenyl)amino)-7-methoxyquinazolin-6-yl)-4-(5-hydroxyhexahydro-cyclopenta[c]pyrrol-2(1H)-yl)but-2-enamide N=1C=NN2C1C=C(C=C2)OC2=CC(=C(C=C2C)NC2=NC=NC1=CC(=C(C=C21)NC(\C=C\CN2CC1C(C2)CC(C1)O)=O)OC)OC